CC(CCCC(CCC)O)O nonane-2,6-diol